(S)-3-(4-(4-((14-azido-3,6,9,12-tetraoxatetradecyl)oxy)naphthalen-1-yl)phenyl)-3-(2-(5-((4-chloropyridin-2-yl)amino)pentanamido)acetamido)propanoic acid N(=[N+]=[N-])CCOCCOCCOCCOCCOC1=CC=C(C2=CC=CC=C12)C1=CC=C(C=C1)[C@H](CC(=O)O)NC(CNC(CCCCNC1=NC=CC(=C1)Cl)=O)=O